FC=1C=CC(=NC1C)C=1N=C2N(C=CC=C2)C1C1=NC2=CC(=CN=C2C=C1)C=1C=NN2C1CNCC2 2-[2-(5-fluoro-6-methyl-2-pyridyl)imidazo[1,2-a]pyridin-3-yl]-7-(4,5,6,7-tetrahydropyrazolo[1,5-a]pyrazin-3-yl)-1,5-naphthyridine